methyl-2,3-dihydrofuro[3,2-b]pyridin-6-amine CC1CC2=NC=C(C=C2O1)N